COC(=O)C=1C=CC=2C=3C(C(NC2C1)=O)=CN(N3)C 2-methyl-4-oxo-4,5-dihydro-2H-pyrazolo[4,3-c]quinoline-7-carboxylic acid methyl ester